(E)-2-((1-benzyl-4-fluoropiperidin-4-yl)methylene)-5,6-dimethoxy-2,3-dihydrobenzo[b]thiophene 1,1-dioxide C(C1=CC=CC=C1)N1CCC(CC1)(F)\C=C\1/CC2=C(S1(=O)=O)C=C(C(=C2)OC)OC